C1(=CC=CC=2C3=CC=CC=C3CC12)COC(=O)N1[C@@H](CC(C1)(F)F)C(=O)O Fluorenylmethoxycarbonyl-4,4-difluoro-L-proline